FC=1C=C2C(=NC1)N(N=C2C2=NC=C(C(=N2)N2CCNCC2)F)CC2=C(C=CC=C2)F 5-fluoro-3-(5-fluoro-4-(piperazin-1-yl)pyrimidin-2-yl)-1-(2-fluorobenzyl)-1H-pyrazolo[3,4-b]pyridine